(tetrahydro-2H-pyran-4-yl)methyl (S,E)-(7-amino-1-((1-((4-neopentyl-1H-benzo[d]imidazol-2-yl)methyl)-2-oxo-1,2-dihydropyridin-3-yl)amino)-1,7-dioxohept-5-en-2-yl)carbamate NC(/C=C/CC[C@@H](C(=O)NC=1C(N(C=CC1)CC1=NC2=C(N1)C=CC=C2CC(C)(C)C)=O)NC(OCC2CCOCC2)=O)=O